N[C@@H](C(=O)NC1=C(C=CC=C1)F)CC1=CC=CC=C1 (R)-2-amino-3-phenyl-N-(2-fluorophenyl)-propionamide